FC(CN1N=NC2=C1C=C(C=C2)C=2C=C(N1N=C(N=C(C12)OC)N[C@@H]1[C@@H](CN(CC1)C(CO)=O)F)[2H])F 1-((3R,4S)-4-((5-(1-(2,2-difluoroethyl)-1H-benzo[d][1,2,3]triazol-6-yl)-4-methoxypyrrolo[2,1-f][1,2,4]triazin-2-yl-7-d)amino)-3-fluoropiperidin-1-yl)-2-hydroxyethan-1-one